4-formyl-2-methoxy-N-((5-(thiophen-2-yl)-1,3,4-oxadiazol-2-yl)methyl)benzamide C(=O)C1=CC(=C(C(=O)NCC=2OC(=NN2)C=2SC=CC2)C=C1)OC